C1(=CC=C(C=C1)C=1N=C(C2=CC=CC=C2C1)N(C)C)C1=CC=CC=C1 3-([1,1'-biphenyl]-4-yl)-N,N-dimethylisoquinolin-1-amine